BrC=1N=C(SC1)C=1C=NC(=CC1)N1CCCC1 4-bromo-2-(6-(pyrrolidin-1-yl)pyridin-3-yl)thiazole